2-methoxy-2-methyl-N-(trimethoxysilylhexyl)-1-aza-2-silacyclopentane CO[Si]1(N(CCC1)CCCCCC[Si](OC)(OC)OC)C